tert-butyl 3-(((tert-butyldimethylsilyl)oxy)methyl)-4-hydroxy-4-(3-hydroxypropyl)piperidine-1-carboxylate [Si](C)(C)(C(C)(C)C)OCC1CN(CCC1(CCCO)O)C(=O)OC(C)(C)C